4,7-dimethyl-triethylenetetraamine CN(CCN)CCN(CCN)C